(3R,4R)-4-(((3-cyclopropyl-7-((2-methoxy-4-(pyridin-2-yl)benzyl)amino)pyrazolo[1,5-a]pyrimidin-5-yl)amino)methyl)piperidin-3-ol C1(CC1)C=1C=NN2C1N=C(C=C2NCC2=C(C=C(C=C2)C2=NC=CC=C2)OC)NC[C@@H]2[C@H](CNCC2)O